CC(C[C@@H](C1OC1)NC(OCC1=CC=CC=C1)=O)C benzyl ((1S)-3-methyl-1-(oxiran-2-yl)butyl)carbamate